FC(C=1N=C2C(=NC1)NC(C21CCNCC1)=O)F 2-(difluoromethyl)spiro[5H-pyrrolo[2,3-b]pyrazine-7,4'-piperidine]-6-one